O=C1C=2C(N=C(N1)C1=CC=NC=C1)=C(SC2)C(=O)OC methyl 4-oxo-2-(pyridin-4-yl)-3,4-dihydrothieno[3,4-d]pyrimidine-7-carboxylate